C(C)(C)(C)C=1C=C(C=CC1)NC1=CC(=CC=C1)C(C)(C)C bis(3-(tert-butyl)phenyl)amine